6-[7-tert-butyl-3-(5-methylisoxazol-3-yl)-[1,2,4]triazolo[4,3-B]pyridazin-6-yloxymethyl]-nicotinic acid C(C)(C)(C)C1=CC=2N(N=C1OCC1=NC=C(C(=O)O)C=C1)C(=NN2)C2=NOC(=C2)C